COC1=CC=C(CN2C(N3C(CC2)=C(C=N3)[N+](=O)[O-])=O)C=C1 6-(4-Methoxybenzyl)-3-nitro-5,6-dihydropyrazolo[1,5-c]pyrimidin-7(4H)-one